1-(5-(2-((1-((1-methyl-1H-pyrazol-4-yl)sulfonyl)piperidin-4-yl)amino)-5-(trifluoromethyl)pyrimidin-4-yl)thiazol-2-yl)ethan-1-ol CN1N=CC(=C1)S(=O)(=O)N1CCC(CC1)NC1=NC=C(C(=N1)C1=CN=C(S1)C(C)O)C(F)(F)F